FC1=C(C=CC=C1)N1N=CC(=C1)[C@H](CC)N1C=C(C2=C1N=CN=C2N)C=2C=NC(=NC2)C(F)(F)F 7-{(1S)-1-[1-(2-fluorophenyl)-1H-pyrazol-4-yl]propyl}-5-[2-(trifluoromethyl)pyrimidin-5-yl]-7H-pyrrolo[2,3-d]pyrimidin-4-amine